(3-cyclopropyl-1-(tetrahydro-2H-pyran-2-yl)-5-(((tetrahydro-2H-pyran-2-yl)oxy)methyl)-1H-pyrazol-4-yl)(3-methyl-4-(methylsulfonyl)phenyl)methanol C1(CC1)C1=NN(C(=C1C(O)C1=CC(=C(C=C1)S(=O)(=O)C)C)COC1OCCCC1)C1OCCCC1